ClC1=C(OCC(=O)OC(CCCCCC)C)C=CC(=C1)Cl 1-methylheptyl (2,4-dichlorophenoxy)acetate